(3S)-tert-Butyl 3-((6-bromo-3-methylpyridin-2-yl)carbamoyl)-5-(piperidin-1-ylmethyl)-2-azabicyclo[3.1.0]hexane-2-carboxylate BrC1=CC=C(C(=N1)NC(=O)[C@H]1N(C2CC2(C1)CN1CCCCC1)C(=O)OC(C)(C)C)C